CC1=CC=CC=2C1=CC=C1C(CC(=NC21)C2=CC=C(C=C2)CCCC)=O 7-methyl-2-(4-butylphenyl)-4H-benzoquinolin-4-one